N-(5-((3-formylpyridin-2-yl)methoxy)-1,3,4-thiadiazol-2-yl)-4-(2-methoxyphenyl)-6-methylpyridine-3-carboxamide C(=O)C=1C(=NC=CC1)COC1=NN=C(S1)NC(=O)C=1C=NC(=CC1C1=C(C=CC=C1)OC)C